sodium 3-[(2,3-dihydrothieno[3,4-b]-[1,4]dioxin-2-yl)methoxy]-1-isopropyl-1-propanesulfonate O1C=2C(OCC1COCCC(S(=O)(=O)[O-])C(C)C)=CSC2.[Na+]